S(=O)(=O)(OC(CC(C)C)CCC(CCCC)CC)[O-].[Na+] sodium (7-ethyl-2-methylundecan-4-yl) sulfate